FC=1C=C(C=C(C1)F)[C@H]1N(OCC1)C(=O)[C@@H]1C[C@@H](C1)N1C=NC2=C1C=CC(=C2)F cis-((S)-3-(3,5-difluorophenyl)isoxazolidin-2-yl)(3-(5-fluoro-1H-benzo[d]imidazol-1-yl)cyclobutyl)methanone